3,5-dihydroxyl-4-pyridone OC1C=NC=C(C1=O)O